F[P-](F)(F)(F)(F)F.Cl[Ru+]Cl dichlororuthenium hexafluorophosphate